FC1=C(C(=C(C=C1C1=NN(C2=NC(=NC=C21)N2CCOC1(CC1)C2)C)C(F)(F)F)F)O 2,6-Difluoro-3-(1-methyl-6-(4-oxa-7-azaspiro[2.5]octan-7-yl)-1H-pyrazolo[3,4-d]pyrimidin-3-yl)-5-(trifluoromethyl)phenol